C1(CC1)CCC(C(F)(F)F)NC(N([C@H](C)C1=CC(=CC=C1)C=1N=C(C=2N(C1)C=CN2)OC)CC)=O 3-(4-cyclopropyl-1,1,1-trifluorobutan-2-yl)-1-ethyl-1-((R)-1-(3-(8-methoxyimidazo[1,2-a]pyrazin-6-yl)phenyl)ethyl)urea